ClC1=CC=C(OC(=O)N[C@H](C(=O)O)CCN(CCCCC2=NC=3NCCCC3C=C2)CCOC2=CC=CC=C2)C=C1 (2S)-2-[(4-chlorophenoxy)carbonylamino]-4-[2-phenoxyethyl-[4-(5,6,7,8-tetrahydro-1,8-naphthyridin-2-yl)butyl]amino]butanoic acid